N1=CC(=CC=C1)NC(=O)C1=NC=NC(=C1)C1=CC(=C(C=C1)F)F 6-(3,4-Difluoro-phenyl)-pyrimidine-4-carboxylic acid pyridin-3-ylamide